C(C1=CC=CC=C1)OC(=O)NC(C(=O)NCC=1C=C(OCCC2CN(CCC2)C(CCC(=O)OCC)=O)C=C(C1C)C)C=1C=NN(C1)C ethyl 4-(3-(2-(3-((2-(((benzyloxy)carbonyl)amino)-2-(1-methyl-1H-pyrazol-4-yl)acetamido)methyl)-4,5-dimethylphenoxy)ethyl)piperidin-1-yl)-4-oxobutanoate